2-(2-hydroxyphenyl)pyrimidine OC1=C(C=CC=C1)C1=NC=CC=N1